COC1=CC(=C(C(=O)O)C=C1)NC(C)C1=CC(=CN2C1=NC(=CC2=O)N2CCCCC2)C 4-methoxy-2-((1-(7-methyl-4-oxo-2-(piperidin-1-yl)-4H-pyrido[1,2-a]pyrimidin-9-yl)ethyl)amino)benzoic acid